N-[2,4-difluoro-3-[5-(2-methoxy-4-pyridyl)-1H-pyrrolo[2,3-b]pyridine-3-carbonyl]phenyl]pyrrolidine FC1=C(C=CC(=C1C(=O)C1=CNC2=NC=C(C=C21)C2=CC(=NC=C2)OC)F)N2CCCC2